Cl.N[C@H](C(=O)NC1=CC(=C(C=C1)SCC1=CC=CC=C1)C)CC1=CC=CC=C1 (S)-2-amino-N-(4-(benzylthio)-3-methylphenyl)-3-phenylpropanamide hydrochloride